(2R)-1-(1H-imidazol-4-yl)propan-2-amine N1C=NC(=C1)C[C@@H](C)N